5-((3-aminophenyl)ethynyl)-N-cyclohexyl-1H-pyrrolo[2,3-b]pyridin-4-amine NC=1C=C(C=CC1)C#CC1=C(C2=C(N=C1)NC=C2)NC2CCCCC2